O=C1CC(C1)C#N 3-oxo-cyclobutanenitrile